[Ba].[Ce].[Ni] nickel-cerium-barium